NC1=C(C=CC(=C1)C#N)NC(C(C)C=1N=C2CCCN(C2=CC1)C(=O)OC(C)(C)C)=O tert-butyl 6-(1-((2-amino-4-cyanophenyl)amino)-1-oxopropan-2-yl)-3,4-dihydro-1,5-naphthyridine-1(2H)-carboxylate